NC(NOCC[C@@H](C(N[C@H](C(N[C@@H](CC(C)C)B(O)O)=O)CC1=CC=CC=C1)=O)NC([C@H](C)N)=O)=N ((6S,9S,12R)-1-amino-6-((S)-2-aminopropanamido)-9-benzyl-1-imino-14-methyl-7,10-dioxo-3-oxa-2,8,11-triazapentadecan-12-yl)boronic acid